N6-(4-carboxybutanoyl)lysine C(=O)(O)CCCC(=O)NCCCC[C@H](N)C(=O)O